CCCCC1OC(=O)C2C=CC=CC1=2 n-Butylphthalide